7-(3,4-dimethoxyphenyl)-N-(4-hydroxyphenyl)pyrazolo[1,5-a]pyrimidine-2-carboxamide COC=1C=C(C=CC1OC)C1=CC=NC=2N1N=C(C2)C(=O)NC2=CC=C(C=C2)O